BrC1=CC(=C(C=C1Br)OC)OC 4,5-dibromo-1,2-dimethoxybenzene